Bicyclo[2.2.1]heptane-2-carboxaldehyd C12C(CC(CC1)C2)C=O